N-[(3R)-1-(5-amino-4-methyl-2-pyridyl)-3-piperidyl]-6-morpholino-pyrimidin-4-amine NC=1C(=CC(=NC1)N1C[C@@H](CCC1)NC1=NC=NC(=C1)N1CCOCC1)C